NCCNCCC[Si](OC)(OC)OC (2-aminoethylamino)propyl-trimethoxysilane